C(#N)C1=C(C=C(C=C1)C1=CN(C2=NC=CC(=C21)OC2=C(C=C(C=C2F)NC(=O)N[C@H](C)C2COC2)F)COCC[Si](C)(C)C)OC(C)C |r| (+/-)-N-{4-[(3-{4-cyano-3-[(propan-2-yl)oxy]phenyl}-1-{[2-(trimethylsilyl)ethoxy]methyl}-1H-pyrrolo[2,3-b]pyridin-4-yl)oxy]-3,5-difluorophenyl}-N'-[1-(oxetan-3-yl)ethyl]urea